N-(1-(5-(3-cyano-6-(1-methyl-1H-pyrazol-4-yl)pyrazolo[1,5-a]pyrazin-4-yl)pyridin-2-yl)-3-methylpiperidin-3-yl)acetamide hydrochloride Cl.C(#N)C=1C=NN2C1C(=NC(=C2)C=2C=NN(C2)C)C=2C=CC(=NC2)N2CC(CCC2)(C)NC(C)=O